2-hydroxy-N-methyl-5-[2-[4-(trifluoromethyl)anilino]-3-pyridyl]benzenesulfonamide OC1=C(C=C(C=C1)C=1C(=NC=CC1)NC1=CC=C(C=C1)C(F)(F)F)S(=O)(=O)NC